Tert-butyl (2-(2-((1-(1-(4-methoxybenzyl)-2,6-dioxopiperidin-3-yl)-3-methyl-2-oxo-2,3-dihydro-1H-benzo[d]imidazol-5-yl)oxy)ethoxy)ethyl)carbamate COC1=CC=C(CN2C(C(CCC2=O)N2C(N(C3=C2C=CC(=C3)OCCOCCNC(OC(C)(C)C)=O)C)=O)=O)C=C1